CN(C)C=1C(=NC=CC1)N=NC1=NC=CC=C1 dimethylamino-azopyridine